3-(pentafluoroethyl)phenol FC(C(F)(F)F)(C=1C=C(C=CC1)O)F